tert-butyl (S)-2-((R)-1-hydroxy-2-phenylethyl)pyrrolidine-1-carboxylate O[C@H](CC1=CC=CC=C1)[C@H]1N(CCC1)C(=O)OC(C)(C)C